[N+](=O)([O-])C1=C(C[C@H](NCC2=CC=CC=C2)C(=O)O)C=CC(=C1)O o-Nitrobenzyltyrosine